Putrescine 2HCl Cl.Cl.NCCCCN